C(CCCCC)N(C(CCCC)=O)CCCCCC N,N-dihexylpentanamide